(S)-3-(2-hydroxypropyl)-8-(1-methyl-1H-pyrazol-4-yl)-6-(6-(trifluoromethyl)pyridin-3-yl)pyrido[3,4-d]pyrimidin-4(3H)-one O[C@H](CN1C=NC2=C(C1=O)C=C(N=C2C=2C=NN(C2)C)C=2C=NC(=CC2)C(F)(F)F)C